C1(CC1)NC(=O)C1=C(C=C(C=C1OC)C1=CN=C2N1C=CC(=C2)OCCCN2CC(CCC2)C(=O)OCC)OC(F)F ethyl 1-[3-[3-[4-(cyclopropylcarbamoyl)-3-(difluoromethoxy)-5-methoxy-phenyl]imidazo[1,2-a]pyridin-7-yl]oxypropyl]piperidine-3-carboxylate